FCC1=CC=C(C=C1)/C=C/C(=O)C1=C(C2=C(NC1=O)SC=C2)C (E)-5-(3-(4-(fluoromethyl)phenyl)acryloyl)-4-methylthieno[2,3-b]pyridin-6(7H)-one